NCCS(=O)(=O)CCN1C[C@@H]2CN([C@H](C1)C(C2)(C)C)C2=CC=C(C=C2)N2CCSCC2 4-(4-((1R,5S)-3-(2-((2-aminoethyl)sulfonyl)ethyl)-9,9-dimethyl-3,6-diazabicyclo[3.2.2]nonan-6-yl)phenyl)thiomorpholine